(S)-2-((1-Methylpyrrolidin-2-yl)methoxy)-6-(trifluoromethyl)-3H-pyrido[2,1-f][1,2,4]triazine-4,8-dione CN1[C@@H](CCC1)COC1=NN2C(C(N1)=O)=CC(=CC2=O)C(F)(F)F